5-Methyl-4-(4,4,5,5-tetramethyl-1,3,2-dioxaborolan-2-yl)benzo[b]thiophene CC1=C(C2=C(SC=C2)C=C1)B1OC(C(O1)(C)C)(C)C